tert-butyl (2S,6R)-2,6-dimethyl-4-[6-[5-(1-methylcyclopropoxy)-2-(2-trimethylsilylethoxymethyl)indazol-3-yl]pyrimidin-4-yl]piperazine-1-carboxylate C[C@@H]1N([C@@H](CN(C1)C1=NC=NC(=C1)C=1N(N=C2C=CC(=CC12)OC1(CC1)C)COCC[Si](C)(C)C)C)C(=O)OC(C)(C)C